tert-Butyl 2-ethyl-5-oxopyrrolidine-1-carboxylate C(C)C1N(C(CC1)=O)C(=O)OC(C)(C)C